(R)-6-oxo-3-(trifluoromethyl)-5,6,6a,7,9,10-hexahydro-8H-pyrazino[1,2-a]Pyrido[3,2-e]pyrazine-8-carboxylate O=C1[C@@H]2N(C3=C(N1)C=C(C=N3)C(F)(F)F)CCN(C2)C(=O)[O-]